FC1=CC(=C(C=C1C1=CC=NN1)O)C1=NC=C(N=C1)N(C)[C@H]1[C@H]([C@@H]2CCC(C1)N2)F 4-fluoro-2-(5-{[(1S,2S,3R)-2-fluoro-8-azabicyclo[3.2.1]octan-3-yl](methyl)amino}pyrazin-2-yl)-5-(1H-pyrazol-5-yl)phenol